5-(4-fluoro-3-methoxy-phenyl)-6-isopropyl-1H-pyrrolo[2,3-f]indazole FC1=C(C=C(C=C1)N1C(=CC2=C1C=C1C=NNC1=C2)C(C)C)OC